C(C)OC(=O)C1=NN(C=C1)CC1=CC(=C(C=C1)F)F 1-(3,4-difluorobenzyl)-1H-pyrazole-3-carboxylic acid ethyl ester